Cl.Cl.C1CC12NCCN(C2)C=2N=NC(=CN2)C2=C(C=C(C=C2)C=2C(=NNC2)F)O 2-[3-(4,7-diazaspiro[2.5]octan-7-yl)-1,2,4-triazin-6-yl]-5-(3-fluoro-1H-pyrazol-4-yl)phenol dihydrochloride